rac-(S)-tert-butylsulfinamide C(C)(C)(C)[S@](=O)N |r|